C=C(C(=O)O)O[C@@H]1CC(=C[C@H]([C@H]1O)OP(=O)(O)O)C(=O)O The molecule is a phosphoshikimic acid and a polyunsaturated dicarboxylic acid. It has a role as an Escherichia coli metabolite. It derives from a shikimic acid. It is a conjugate acid of a 5-O-(1-carboxylatovinyl)-3-phosphonatoshikimate.